acryloyloxydecyl-methyldimethoxysilane C(C=C)(=O)OCCCCCCCCCC[Si](OC)(OC)C